6-(benzyloxy)-7-methoxy-1-[(E)-2-(4-methoxyphenyl)ethenyl]-1,2,3,4-tetrahydroisoquinoline C(C1=CC=CC=C1)OC=1C=C2CCNC(C2=CC1OC)\C=C\C1=CC=C(C=C1)OC